FC1=C(C=CC(=C1)S(N)(=O)=O)C1=NN2C(O[C@@H](CC2)C)=C1C(=O)O (5R)-2-(2-Fluoro-4-sulfamoylphenyl)5-methyl-6,7-dihydro-5H-pyrazolo[5,1-b][1,3]oxazine-3-carboxylic acid